1-(4-(4-fluoro-2,6-dimethyl-phenoxy)-3-(4,4,5,5-tetramethyl-1,3,2-dioxaborolan-2-yl)phenyl)ethanone FC1=CC(=C(OC2=C(C=C(C=C2)C(C)=O)B2OC(C(O2)(C)C)(C)C)C(=C1)C)C